azobis(2-amidino-propane) hydrochloride Cl.N(=NCC(C)C(N)=N)CC(C)C(N)=N